CC1(CN([C@H]2CCCC[C@H]2N1)C1=C(C(=C(OCCO)C=C1)F)F)C 2-(4-((4aR,8aS)-3,3-dimethyloctahydroquinoxalin-1(2H)-yl)-2,3-difluorophenoxy)ethan-1-ol